FC(S(=O)(=O)OC1=CC=2N=CN=C(C2N=C1NCC1=CC=C(C=C1)OC)C=1C(=NN(C1)C)C1=CC=CC=C1)(F)F 6-((4-methoxy benzyl)amino)-4-(1-methyl-3-phenyl-1H-pyrazol-4-yl)pyrido[3,2-d]pyrimidin-7-yl trifluoromethanesulfonate